cis-5-Fluoro-N-[(1R)-1-(4-ethoxyphenyl)-2-methoxyethyl]-2H-spiro[1-benzofuran-3,1'-cyclopropane]-2'-carboxamide FC=1C=CC2=C(C1)C1(C(C1)C(=O)N[C@@H](COC)C1=CC=C(C=C1)OCC)CO2